(R)-2-(1-(Biphenyl-2-yl)pyrrolidin-3-yloxy)-5-(trifluoromethyl)pyridine C1(=C(C=CC=C1)N1C[C@@H](CC1)OC1=NC=C(C=C1)C(F)(F)F)C1=CC=CC=C1